N-((7-chloro-1H-benzo[d]imidazol-2-yl)methyl)-6-morpholino-3-(thiophen-3-yl)imidazo[1,2-b]pyridazin-8-amine ClC1=CC=CC2=C1NC(=N2)CNC=2C=1N(N=C(C2)N2CCOCC2)C(=CN1)C1=CSC=C1